CCOP(=O)(OCC)O/C(=C/Cl)/C1=C(C=C(C=C1)Cl)Cl The molecule is an organic phosphate, an organophosphate insecticide, an organochlorine insecticide, an organochlorine acaricide and a dichlorobenzene. It has a role as an EC 3.1.1.7 (acetylcholinesterase) inhibitor, an EC 3.1.1.8 (cholinesterase) inhibitor and an agrochemical.